(2-Chloro-4-(2-(dimethylamino)ethyl)-8,10-difluoro-5,6-dihydro-4H-[1,4]oxazepino[5,6,7-de]quinazolin-9-yl)zinc(II) chloride [Cl-].ClC1=NC=2C(=C(C(=C3C2C(=N1)N(CCO3)CCN(C)C)F)[Zn+])F